(R)-tert-butyl 3,3-difluoro-4-hydroxypiperidine-1-carboxylate FC1(CN(CC[C@H]1O)C(=O)OC(C)(C)C)F